C(CCC)NC(C(N1C(C=2N(C=3C=CC=CC13)N=C1C=CC=CC12)=O)C1=CC=C(C=C1)Cl)=O N-butyl-2-(4-chlorophenyl)-2-(6-oxoindazolo[2,3-a]quinoxalin-5(6H)-yl)acetamide